ClC1=CC=C(C=C1)C1(N(C(C2=CC(=CC(=C12)F)C(C1CCN(CC1)C(=O)OC(C)(C)C)O)=O)CC1=NC=C(C=C1)C#N)O tert-Butyl 4-((1-(4-chlorophenyl)-2-((5-cyanopyridin-2-yl)methyl)-7-fluoro-1-hydroxy-3-oxoisoindolin-5-yl)(hydroxy)methyl)piperidine-1-carboxylate